6-but-2-enyl-4-[3-(pyrrolidine-1-carbonyl)phenyl]-1H-pyrrolo[2,3-c]pyridin-7-one C(C=CC)N1C(C2=C(C(=C1)C1=CC(=CC=C1)C(=O)N1CCCC1)C=CN2)=O